CN(C(=O)[C@H]1N(C2=CC=CC=C2C1)C(=O)OC(C)(C)C)[C@H](C)C1=CNC(C2=CC=CC=C12)=O tert-butyl (S)-2-(methyl((R)-1-(1-oxo-1,2-dihydroisoquinolin-4-yl)ethyl)carbamoyl)indoline-1-carboxylate